NC1=C(C(=NN1C1(CC1)C)C1=C(C(=C(C=C1)CC(=O)NC1=CC(=NO1)C12CC(C1)(C2)C(F)(F)F)F)F)C#N 2-[4-[5-Amino-4-cyano-1-(1-methylcyclopropyl)pyrazol-3-yl]-2,3-difluorophenyl]-N-[3-[3-(trifluoromethyl)bicyclo[1.1.1]pentan-1-yl]-1,2-oxazol-5-yl]acetamide